[Al+3].C(C)(C)(C)C1=CC=C(C(=O)[O-])C=C1.C(C)(C)(C)C1=CC=C(C(=O)[O-])C=C1.C(C)(C)(C)C1=CC=C(C(=O)[O-])C=C1 p-t-butyl-benzoic acid aluminum salt